FC(OC=1C=C(C=CC1F)C=1C=C(C(=NC1)C)CN1CC2(CCC2)OC1=O)F 6-[[5-[3-(Difluoromethoxy)-4-fluoro-phenyl]-2-methyl-3-pyridyl]methyl]-8-oxa-6-azaspiro[3.4]octan-7-one